3-bromo-5-fluoro-1-(4-methoxybenzyl)pyridin-2(1H)-one BrC=1C(N(C=C(C1)F)CC1=CC=C(C=C1)OC)=O